FC=1C=C(C=O)C=CC1C=1N(C=C(N1)C(F)(F)F)C 3-fluoro-4-[1-methyl-4-(trifluoromethyl)imidazol-2-yl]benzaldehyde